N=1C=NN2C=NC=C(C21)C#N [1,2,4]triazolo[1,5-c]pyrimidine-8-carbonitrile